6,8-Dihydroxy-5-(2-methylbutyryl)-9-phenyl-2,2,4,4-tetramethyl-4,9-dihydro-1H-xanthene OC=1C(=C2OC=3C(CC(CC3C(C2=C(C1)O)C1=CC=CC=C1)(C)C)(C)C)C(C(CC)C)=O